C(\C=C/C(=O)O)(=O)O.FC(C1=CC2=C(OCC3=C(N2CCCNC/C=C/C(=O)OCC)C=CC=C3)C=C1)(F)F Ethyl (E)-4-{3-[7-(trifluoromethyl)dibenzo[b,e][1,4]oxazepin-5(11H)-yl]propylamino}but-2-enoate maleate